2-(2-methoxy-4,6-dimethyl-phenyl)-7-(3-piperidyl)-1,8-naphthyridine COC1=C(C(=CC(=C1)C)C)C1=NC2=NC(=CC=C2C=C1)C1CNCCC1